Cl.SC=1C=CC=C2C=CC=NC12 8-mercaptoquinoline hydrochloride